6-methoxy-2-methylquinoline-8-carbonitrile COC=1C=C2C=CC(=NC2=C(C1)C#N)C